FC1=C(C#N)C=C(C=C1)CC=O 2-fluoro-5-(2-oxoethyl)benzonitrile